BrCC1(CC1)CBr 1,1-bisbromomethylcyclopropane